C(C)(C)(C)C1N(CCN(C1)C1=CC2=C(N(C(N2C)=O)C2C(NC(CC2)=O)=O)C=C1)COC(=O)N1CC2(C1)OCCC2 ((tert-butyl 4-(1-(2,6-dioxopiperidin-3-yl)-3-methyl-2-oxo-2,3-dihydro-1H-benzo[d]imidazol-5-yl) piperazin-1-yl) methyl)-5-oxa-2-azaspiro[3.4]octane-2-carboxylate